N1C(C(=CC(=C1[2H])[2H])[2H])=O Pyridin-2(1H)-one-3,5,6-d3